N-[2-(1,5-dimethyl-2-oxo-1,2-dihydropyridin-3-yl)-3-{[(CIS)-4-phenylcyclohexyl]oxy}propyl]methanesulfonamide CN1C(C(=CC(=C1)C)C(CNS(=O)(=O)C)CO[C@@H]1CC[C@@H](CC1)C1=CC=CC=C1)=O